3-(9-((5-(aminomethyl)pyrazin-2-yl)carbamoyl)-4,5-dihydrobenzo[b]thieno[2,3-d]oxepin-8-yl)-6-(propylcarbamoyl)picolinic acid NCC=1N=CC(=NC1)NC(=O)C1=CC2=C(OCCC3=C2SC=C3)C=C1C=1C(=NC(=CC1)C(NCCC)=O)C(=O)O